4-((R)-6-methyl-5,6-dihydroimidazo[1,5-a]pyrazine-7(8H)-yl)quinazoline C[C@H]1N(CC=2N(C1)C=NC2)C2=NC=NC1=CC=CC=C21